CN(CC(C)(O)C)C 1-dimethylamino-2-methyl-2-propanol